C(C)C1=C(C=C(N(C)C2=CC=C(OC=3N=C(C4=C(N3)C=NC=C4)O)C=C2)C=C1)OCCOC 2-[4-[4-ethyl-3-(2-methoxyethoxy)-N-methylanilino]phenoxy]pyrido[3,4-d]pyrimidin-4-ol